O-ribosyladenosine (phosphate) P(=O)(O)(O)OC[C@@H]1[C@H]([C@H]([C@@H](O1)N1C=NC=2C(N)=NC=NC12)OC1[C@H](O)[C@H](O)[C@H](O1)CO)O